1,5-pentanediol carbonate C(O)(=O)OCCCCCO